7-morpholino-5-[(2E)-2-(m-tolylmethylene)hydrazino]-N-phenyl-oxazolo[5,4-d]pyrimidine-2-carboxamide O1CCN(CC1)C=1C2=C(N=C(N1)N/N=C/C=1C=C(C=CC1)C)OC(=N2)C(=O)NC2=CC=CC=C2